CC1(C(C1)CCCCCCCCO)C 8-(2,2-dimethylcyclopropyl)octan-1-ol